C(CCC)C1CN(C2=C(S(C1(C)C)(=O)=O)C=C(C(=C2)SC)O/C=C/C(=O)O)C2=CC=CC=C2 (E)-3-((3-butyl-2,2-dimethyl-7-(methylthio)-1,1-dioxido-5-phenyl-2,3,4,5-tetrahydrobenzo[b][1,4]thiazepin-8-yl)oxy)acrylic acid